N[C@@H](CCC(=O)[O-])C (R)-4-aminopentanoate